C(C)(C)(C)N(OC(C(=O)O)(C)C)C(C(C)(C)C)P(=O)(OCC)OCC 2-([tert-butyl-[1-(diethoxyphosphoryl)-2,2-dimethylpropyl]amino]oxy)-2-methylpropionic acid